5-(pyrimidin-2-yl)pyridin-3-amine N1=C(N=CC=C1)C=1C=C(C=NC1)N